[N+](=O)([O-])C1=CC=C(CC2C[C@H](NC2)C(=O)O)C=C1 γ-(4-nitrobenzyl)-proline